1-(3-(5-(7-(1-Methyl-1H-pyrazol-4-yl)quinolin-5-yl)pyridin-2-yl)-3,6-diazabicyclo[3.1.1]heptan-6-yl)-2-phenylethan-1-one CN1N=CC(=C1)C1=CC(=C2C=CC=NC2=C1)C=1C=CC(=NC1)N1CC2N(C(C1)C2)C(CC2=CC=CC=C2)=O